COC1=CC=C(C=C1)CN1C(C(CCC1=O)N1C(N(C2=C1C=CC(=C2)N2CC(N(CC2)C(=O)OC(C)(C)C)C(=O)OC(C)(C)C)C)=O)=O ditert-butyl 4-[1-[1-[(4-methoxyphenyl)methyl]-2,6-dioxo-3-piperidyl]-3-methyl-2-oxo-benzimidazol-5-yl]piperazine-1,2-dicarboxylate